N=S1(CC(C#CC(C1)(C)C)(C)C)=O 1-imino-3,3,6,6-tetramethyl-4,5-didehydro-2,3,6,7-tetrahydro-1H-1λ6-thiepine 1-oxide